CN(C1=CC=C(C=C1)C(C1=CC(=CC=2C3=CC(=CC=C3CC12)C(C)(C)C)C(C)(C)C)(C1C=CC=C1)C1=CC=C(C=C1)N(C)C)C bis[4-(dimethylamino)phenyl](cyclopentadienyl)(3,6-di-tert-butylfluorenyl)methane